C(C)(=O)OC(C(\C=C\C(OCC)OCC)C)C1=CC=C(C=C1)C (E)-5,5-diethoxy-2-methyl-1-(p-tolyl)pent-3-en-1-yl acetate